4,5-diisopropyl-galactitol C(C)(C)[C@]([C@@H]([C@H](CO)O)O)(O)[C@](O)(CO)C(C)C